N1C=NC2=C1C=CC=C2C2N(C(CC2)NC(=O)[C@H]2[C@H](C2)F)C (1S,2S)-N-[2-(1H-1,3-benzodiazol-4-yl)-1-methylpyrrolidin-5-yl]-2-fluorocyclopropane-1-carboxamide